NC=1C=2N(C=C(N1)C=1C(=NNC1C)C)C(=CN2)C=2C=C(C=CC2C)C(C(F)F)(C)O 2-(3-(8-Amino-6-(3,5-dimethyl-1H-pyrazol-4-yl)imidazo[1,2-a]pyrazin-3-yl)-4-methylphenyl)-1,1-difluoropropan-2-ol